(4R)-7-isopropyl-4-methyl-3a,4,5,6-tetrahydrobenzofuran-2,3-dione C(C)(C)C=1CC[C@H](C2C(C(OC21)=O)=O)C